COC(=O)C1C2C3C4C=CC(C3C(C1)C2)C4 9-methoxycarbonyl-tetracyclo[6.2.1.13,6.02,7]Dodec-4-ene